4-methyl-N-(4-methyl-3-(trifluoromethyl)phenyl)benzamide CC1=CC=C(C(=O)NC2=CC(=C(C=C2)C)C(F)(F)F)C=C1